C(CCCCCCCCCCCCCCCCC)(=O)O.C(\C=C\C(=O)O)(=O)O fumaric acid stearate